COC=1C=C(C=O)C=C(C1OC)OC 3,4,5-Trimethoxy-benzaldehyd